C(C)OC(Cl)Cl ethoxymethylene dichloride